(R)-N-(3-(1-((2-amino-5-chloropyridin-3-yl)oxy)ethyl)-phenyl)-3,4-dimethylbenzamide NC1=NC=C(C=C1O[C@H](C)C=1C=C(C=CC1)NC(C1=CC(=C(C=C1)C)C)=O)Cl